C(C)S(=O)CC ethylsulfinyl-ethane